FC1=C2C=CC=CC2=C(C=C1F)F 5,6,8-trifluoronaphthalene